C(CCCCCCC\C=C\CCCCCCCC)O trans-9-Octadecen-1-ol